lauryl amino ether NOCCCCCCCCCCCC